(R)-2-(6-(4-(2-((4-fluorotetrahydro-2H-pyran-4-yl)methoxy)phenyl)piperidin-1-yl)-2-azaspiro[3.4]octan-2-yl)-1,3,4-thiadiazole FC1(CCOCC1)COC1=C(C=CC=C1)C1CCN(CC1)[C@H]1CC2(CN(C2)C=2SC=NN2)CC1